(R)-N-(3'-((6-(azetidin-3-yloxy)-7-methoxyquinazolin-4-yl)Amino)-4'-methoxy-[1,1'-biphenyl]-3-yl)-2-oxo-4-phenyloxazolidine-3-carboxamide N1CC(C1)OC=1C=C2C(=NC=NC2=CC1OC)NC=1C=C(C=CC1OC)C1=CC(=CC=C1)NC(=O)N1C(OC[C@H]1C1=CC=CC=C1)=O